(S,E)-2-((3-(4-Fluorophenyl)acryloyl)oxy)-N-(2-hydroxyethyl)-N-(thiophen-2-ylmethyl)ethan-1-amine oxide FC1=CC=C(C=C1)/C=C/C(=O)OCC[N@+](CC=1SC=CC1)(CCO)[O-]